C(C)OC=1C=C(C=CC1)C=1C=NN(C1)C=1C=C(C(=O)N2CCNCC2)C=C(C1)C(F)(F)F 4-[3-[4-(3-Ethoxyphenyl)pyrazol-1-yl]-5-(trifluoromethyl)benzoyl]piperazin